5-[pentadec-8-enyl]benzene-1,3-diol C(CCCCCCC=CCCCCCC)C=1C=C(C=C(C1)O)O